7-((1s,3s)-3-{[tert-butyl(dimethyl)silyl]oxy}-3-methylcyclobutyl)-3-chloro-5-(difluoromethoxy)-7H-pyrrolo[2,3-c]pyridazine [Si](C)(C)(C(C)(C)C)OC1(CC(C1)N1C=C(C2=C1N=NC(=C2)Cl)OC(F)F)C